4-bromo-1-pentanol BrC(CCCO)C